2-(5-methylpyridin-3-yl)benzo[d]thiazol-6-amine hydrochloride Cl.CC=1C=C(C=NC1)C=1SC2=C(N1)C=CC(=C2)N